CC1(C(N(C(N1CCN1CCOCC1)=O)CC1=NC(=NO1)C1=CC(=C(C=C1)OCCC(F)(F)F)C(F)(F)F)=O)C 5,5-dimethyl-1-(2-morpholinoethyl)-3-((3-(3-(trifluoromethyl)-4-(3,3,3-trifluoropropoxy)phenyl)-1,2,4-oxadiazol-5-yl)methyl)imidazolidine-2,4-dione